FC=1C=C2C(=CNC2=CC1)CCNC(=O)C1=NOC(=C1)CO N-(2-(5-fluoro-1H-indol-3-yl)ethyl)-5-(hydroxymethyl)isoxazole-3-carboxamide